C(CCCCCCCCCCC)(=O)O.C(CCCCCCCCCCC)(=O)O.OCC(O)CO.OCC(O)CO.OCC(O)CO triglycerin dilaurate